1-(4-chloro-3-(trifluoromethyl)phenyl)-3-(4-fluoro-3-(quinoxaline-6-carbonyl)phenyl)urea ClC1=C(C=C(C=C1)NC(=O)NC1=CC(=C(C=C1)F)C(=O)C=1C=C2N=CC=NC2=CC1)C(F)(F)F